1-[(4-methylphenyl)dioxy-λ6-thio]-5-[4-(4-methylpiperazin-1-yl)phenyl]-3-phenylpyrrolo[2,3-b]pyridine CC1=CC=C(C=C1)OO[SH4]N1C=C(C=2C1=NC=C(C2)C2=CC=C(C=C2)N2CCN(CC2)C)C2=CC=CC=C2